O=C1NC(CCC1NC1=CC=C(C=C1)N1CCN(CC1)C(CCC(=O)N1CCC(CC1)C#CC1=C2C=CC=C(C2=CC=C1)C(C)N1CCC(CC1)C(=O)NCC1=CC(=CC=C1)F)=O)=O 1-[1-[5-[2-[1-[4-[4-[4-[(2,6-dioxo-3-piperidyl)amino]phenyl]piperazin-1-yl]-4-oxo-butanoyl]-4-piperidyl]ethynyl]-1-naphthyl]ethyl]-N-[(3-fluorophenyl)methyl]piperidine-4-carboxamide